Natrium n-propoxid [O-]CCC.[Na+]